N[C@@H](CN1C[C@](CC1)(O)C)C |o1:1,5| (S or R)-1-((R or S)-2-aminopropyl)-3-methylpyrrolidin-3-ol